3,3'-diamino-6,6'-bis(trifluoromethoxy)biphenyl NC=1C=C(C(=CC1)OC(F)(F)F)C1=CC(=CC=C1OC(F)(F)F)N